C(C)(C)(C)OC(NCCCCOC1CN(C1)C1=CC(=CC=2N(N=NC21)C(C2=CC=CC=C2)(C2=CC=CC=C2)C2=CC=CC=C2)B2OC(C(O2)(C)C)(C)C)=O tert-butyl(4-((1-(6-(4,4,5,5-tetramethyl-1,3,2-dioxaborolan-2-yl)-1-trityl-1H-benzo[d][1,2,3]triazol-4-yl)azetidin-3-yl)oxy)butyl)carbamate